C(C)(C)(C)OC(=O)N1CC(C1)NC1=NC=NC2=C(C(=CC(=C12)OC)Br)F 3-((7-bromo-8-fluoro-5-methoxyquinazolin-4-yl)amino)azetidine-1-carboxylic acid tert-butyl ester